6-(3-(3-((2-bromophenyl)sulfonyl)propanoyl)-3,8-diazabicyclo[3.2.1]octan-8-yl)nicotinonitrile BrC1=C(C=CC=C1)S(=O)(=O)CCC(=O)N1CC2CCC(C1)N2C2=NC=C(C#N)C=C2